FC1=C(C(=O)N([C@H]2CNCCC2)C2=NC=CC3=CC=CC(=C23)C)C=CC(=C1)C=1C=NN(C1C1=CC=CC=C1)C (R)-2-fluoro-4-(1-methyl-5-phenyl-1H-pyrazol-4-yl)-N-(8-methylisoquinolin-1-yl)-N-(piperidin-3-yl)benzamide